C([C@@H]1CCCO1)N (S)-(+)-tetrahydrofurfuryl-amine